(3R,7R)-9-(1-(4-(1H-1,2,4-triazol-1-yl)phenyl)ethyl)-3,7-dimethyl-10-oxo-1,2,3,4,7,8,9,10-octahydropyrido[4',3':3,4]Pyrazolo[1,5-a]Pyrazine-2-carbonyl-2-chlorobenzonitrile N1(N=CN=C1)C1=CC=C(C=C1)C(C)N1C(C=2N([C@@H](C1)C)N=C1C2CN([C@@H](C1)C)C(=O)C=1C(=C(C#N)C=CC1)Cl)=O